C(C=1C(C(=O)OCC2CO2)=CC=CC1)(=O)OCCO hydroxyethyl glycidyl phthalate